8-bromo-3-iodo-6-methylimidazo[1,2-a]pyrazine BrC=1C=2N(C=C(N1)C)C(=CN2)I